1-((1S,3S)-3-butyl-1-(4-(cyclobutylamino)phenyl)-6-methoxy-3,4-dihydroisoquinolin-2(1H)-yl)prop-2-yn-1-one C(CCC)[C@@H]1N([C@H](C2=CC=C(C=C2C1)OC)C1=CC=C(C=C1)NC1CCC1)C(C#C)=O